azetidin-1-yl-ethan-1-one N1(CCC1)C(C)=O